OC1=C(C=C(C=C1)C1=C(C=2CC3=CC=CC=C3C2C=C1)C1=CC(=C(C=C1)O)CCCC)CCCC bis(4-hydroxy-3-n-butylphenyl)fluorene